1,2,3,4,5-pentabromo-6-chlorocyclohexane BrC1C(C(C(C(C1Cl)Br)Br)Br)Br